C1(=CC=CC=C1)C(=C)NC(C1=CC=CC=C1)=O N-(1-phenyl-vinyl)benzamide